methyl-(2S)-2-{[(tert-butoxy)carbonyl]amino}-3,3-dimethylbutanoic acid C[C@@](C(=O)O)(C(C)(C)C)NC(=O)OC(C)(C)C